(S)-1-(4-(3-(2,2-difluoroethyl)-2-(2,8-dimethyl-[1,2,4]triazolo[1,5-a]pyridin-6-yl)-1H-indol-5-yl)piperidin-1-yl)-3-hydroxybutan-1-one FC(CC1=C(NC2=CC=C(C=C12)C1CCN(CC1)C(C[C@H](C)O)=O)C=1C=C(C=2N(C1)N=C(N2)C)C)F